(R)-1-(2-(4-(9-benzyl-6-(1-methylcyclopropoxy)-9H-purin-8-yl)-3-chlorophenoxy)ethyl)piperidin-3-ol C(C1=CC=CC=C1)N1C2=NC=NC(=C2N=C1C1=C(C=C(OCCN2C[C@@H](CCC2)O)C=C1)Cl)OC1(CC1)C